CNC1=C([C@H]2[C@H](O)[C@H](O)[C@@H](CO)O2)C(NC(N1)=O)=O 6-Methylamino-pseudouridine